decyl-tetramethyl-cyclotetrasiloxane C(CCCCCCCCC)[Si]1(O[SiH](O[SiH](O[SiH](O1)C)C)C)C